[8-Methyl-6-oxo-2-(trifluoromethyl)-5H-pyrido[3,2-d]pyrimidin-7-yl]acetic acid CC1=C(C(NC2=C1N=C(N=C2)C(F)(F)F)=O)CC(=O)O